FC(OC1=C(C(=NN1C)C(F)(F)F)CSC1=NOC(C1)(C)C)F 3-[(5-difluoromethoxy-1-methyl-3-trifluoromethylpyrazol-4-yl)methylthio]-4,5-dihydro-5,5-dimethylisoxazole